NC=1C=C(C=NC1)[C@H](C)NCCO (S)-2-((1-(5-aminopyridin-3-yl)ethyl)amino)ethan-1-ol